NC=1C=C(C(=C2CCC(C(C12)=O)CC(=O)N)Br)F (8-amino-5-bromo-6-fluoro-1-oxo-1,2,3,4-tetrahydronaphthalen-2-yl)acetamide